N-(2,2-diphenylethyl)carbamylmethylglycine C1(=CC=CC=C1)C(CNC(=O)CNCC(=O)O)C1=CC=CC=C1